iodomethyl-thiobutylamine ICSCCCCN